2-[(7-hydroxy-3,7-dimethyloctanylidene)amino]-methyl-benzoic acid OC(CCCC(CC=NC1=C(C(=O)O)C=CC=C1C)C)(C)C